(2-(4,4-difluoropiperidin-1-yl)-6-methylpyrimidin-4-yl)-4-((2-hydroxyethyl)sulfonyl)-2-(6-azaspiro[2.5]oct-6-yl)benzamide FC1(CCN(CC1)C1=NC(=CC(=N1)C=1C(=C(C(=O)N)C=CC1S(=O)(=O)CCO)N1CCC2(CC2)CC1)C)F